C(C)(C)(C)OC(=O)N1CC=2C=C(C=NC2CC1)CO 3-(hydroxymethyl)-7,8-dihydro-5H-1,6-naphthyridine-6-carboxylic acid tert-butyl ester